ON=C1C=C(C(C2=CC=CC=C12)=O)N[C@@H](C(=O)NC1=CC(=CC(=C1)OC)OC)CC1=CC=CC=C1 (R)-2-((4-(hydroxyimino)-1-oxo-1,4-dihydronaphthalen-2-yl)amino)-3-phenyl-N-(3,5-dimethoxyphenyl)-propanamide